N-(5-acetyl-2-isopropoxyphenyl)-2-(3-hydroxypropyl-1-yl)benzamide C(C)(=O)C=1C=CC(=C(C1)NC(C1C(C=CC=C1)=CCCO)=O)OC(C)C